2-bromo-4-(3,3-difluoro-4-methoxy-pyrrolidin-1-yl)pyrazolo[1,5-a]pyrazine BrC1=NN2C(C(=NC=C2)N2CC(C(C2)OC)(F)F)=C1